N,N',4,7-tetrakis[4,6-bis(N-butyl-N-(2,2,6,6-tetramethyl-4-piperidyl)amino)-1,3,5-triazin-2-yl]-4,7-diazadecane-1,10-diamine C(CCC)N(C1CC(NC(C1)(C)C)(C)C)C1=NC(=NC(=N1)N(CCCC)C1CC(NC(C1)(C)C)(C)C)NCCCN(CCN(CCCNC1=NC(=NC(=N1)N(CCCC)C1CC(NC(C1)(C)C)(C)C)N(CCCC)C1CC(NC(C1)(C)C)(C)C)C1=NC(=NC(=N1)N(CCCC)C1CC(NC(C1)(C)C)(C)C)N(CCCC)C1CC(NC(C1)(C)C)(C)C)C1=NC(=NC(=N1)N(CCCC)C1CC(NC(C1)(C)C)(C)C)N(CCCC)C1CC(NC(C1)(C)C)(C)C